(S)-2-(3-(6-(4-methyl-4H-1,2,4-triazol-3-yl)-2-oxaspiro[3.3]heptan-6-yl)phenyl)-6-((3-methylpiperidin-1-yl)methyl)-4-(trifluoromethyl)isoindolin-1-one CN1C(=NN=C1)C1(CC2(COC2)C1)C=1C=C(C=CC1)N1C(C2=CC(=CC(=C2C1)C(F)(F)F)CN1C[C@H](CCC1)C)=O